2-(acetylpyrazinyl)pyridine iodide salt [I-].C(C)(=O)C=1C(=NC=CN1)C1=NC=CC=C1